N1=CC=C(C=C1)OC=CC(=O)N 3-(4-pyridyloxy)acrylamide